N-[2-[3-bromo-7-(cyclopropyloxy)-1-naphthyl]-1,1-dideutero-ethyl]acetamide BrC=1C=C(C2=CC(=CC=C2C1)OC1CC1)CC([2H])([2H])NC(C)=O